S-ethyl O-((5-methyl-2-oxo-1,3-dioxol-4-yl) methyl) thiocarbonate C(SCC)(OCC=1OC(OC1C)=O)=O